cyclohexa-2,5-dien-1-one C1(C=CCC=C1)=O